C1=CC=CC=2OC3=CC=CC=C3C3(C12)OCC1=CC=CC=C13 Spiro(isobenzofuran-1(3H),9'-(9H)xanthen)